SCCCC(CCCCCCCCCC(CCC(CCCCCCCCC)S)S)S 1,4,14,17-tetrasulfanyl-hexacosane